2,4-difluoro-7-(4-propylcyclohexen-1-yl)-3-(trifluoromethyl)dibenzothiophene FC1=CC2=C(SC3=C2C=CC(=C3)C3=CCC(CC3)CCC)C(=C1C(F)(F)F)F